C(C)(C)(C)N([C@@H](CC(C)C)C(=O)O)C(=O)C1=NNC(=C1)C1=CC(=CC=C1)C=1OC(=CN1)C(NC(CC)CC)=O tert-butyl-(5-(3-(5-(pentane-3-ylcarbamoyl)oxazol-2-yl)phenyl)-1H-pyrazole-3-carbonyl)-L-leucine